methyl (2-chlorophenyl) ((R)-2-((3-cyano-5-fluorobenzyl)oxy)heptadecyl) phosphate P(=O)(OC)(OC1=C(C=CC=C1)Cl)OC[C@@H](CCCCCCCCCCCCCCC)OCC1=CC(=CC(=C1)F)C#N